(3-cyano-2-(4-((2,6-dimethylmorpholino)methyl)piperidin-1-yl)phenyl)ethyl methanesulfonate CS(=O)(=O)OCCC1=C(C(=CC=C1)C#N)N1CCC(CC1)CN1CC(OC(C1)C)C